2-(bromomethyl)-5-(trifluoromethoxy)benzene BrCC1=CC=C(C=C1)OC(F)(F)F